C(C=C)(=O)OC(CC)O acryloyloxypropanol